ClC=1C=C(COC2=CC=C3CCN(CC3=C2)C(=O)OC(C)(C)C)C=CC1F t-butyl 7-((3-chloro-4-fluorobenzyl) oxy)-3,4-dihydroisoquinoline-2(1H)-carboxylate